C(C1=CC=CC=C1)OC=1C=C2C=C(N(C2=CC1)C1=CC(=C(C=C1)F)C)C1CCOCC1 5-benzyloxy-1-(4-fluoro-3-methyl-phenyl)-2-tetrahydropyran-4-yl-indole